[6-(3-cyclopropyl-1,2,4-triazol-1-yl)-2-azaspiro[3.3]heptan-2-yl]-[6-[[5-(trifluoromethyl)isoxazol-3-yl]methyl]-2,6-diazaspiro[3.3]heptan-2-yl]methanone C1(CC1)C1=NN(C=N1)C1CC2(CN(C2)C(=O)N2CC3(C2)CN(C3)CC3=NOC(=C3)C(F)(F)F)C1